C(CCCCCCCCCCCCCCC)(=O)OC(CCCC(=O)O)CCCCCCCCCCCCC 5-(hexadecanoyloxy)octadecanoic acid